1-{3-[(1R)-1-aminoethyl]-2-fluorophenyl}-1,1-difluoro-3-methylbutan-2-ol N[C@H](C)C=1C(=C(C=CC1)C(C(C(C)C)O)(F)F)F